3-(bromomethyl)-5-methyl-1,2-oxazole BrCC1=NOC(=C1)C